tetrahydro-3,4'-bipyridine 2,2,2-trifluoroacetate FC(C(=O)O)(F)F.N1CC(CC=C1)C1=CC=NC=C1